tert-butyl (R)-(1-(2-(3-(3-fluoro-4-methylphenyl)-3-(1,2,4-thiadiazol-5-yl)pyrrolidine-1-carboxamido)-4-methoxybenzoyl)azetidin-3-yl)carbamate FC=1C=C(C=CC1C)[C@]1(CN(CC1)C(=O)NC1=C(C(=O)N2CC(C2)NC(OC(C)(C)C)=O)C=CC(=C1)OC)C1=NC=NS1